N-((5-(8-(((3S,4R)-3-fluoro-1-methylpiperidin-4-yl)amino)-3-(2,2,2-trifluoroethyl)imidazo[1,2-a]pyrazin-2-yl)-1,3,4-thiadiazol-2-yl)methyl)cyclopropanecarboxamide F[C@H]1CN(CC[C@H]1NC=1C=2N(C=CN1)C(=C(N2)C2=NN=C(S2)CNC(=O)C2CC2)CC(F)(F)F)C